iron (neodecanoate) C(CCCCCC(C)(C)C)(=O)[O-].[Fe+2].C(CCCCCC(C)(C)C)(=O)[O-]